C(C)(=O)N1C(CC(C2=CC(=CC=C12)C1=CC=C(C=C1)N1CCC(CC1)N(C)CC=1C=C(C=CC1)N1C(NC(CC1)=O)=O)NC1=CC=C(C=C1)Cl)C 1-(3-(((1-(4-(1-acetyl-4-((4-chlorophenyl)amino)-2-methyl-1,2,3,4-tetrahydroquinolin-6-yl)phenyl)piperidin-4-yl)(methyl)amino)methyl)phenyl)dihydropyrimidine-2,4(1H,3H)-dione